methylene-3-(3',5'-ditert-butyl-4'-hydroxyphenyl)propionic acid C=C(C(=O)O)CC1=CC(=C(C(=C1)C(C)(C)C)O)C(C)(C)C